2-(6-(4-(4-chloro-3-hydroxypicolinoyl)piperazin-1-yl)-5-ethyl-2-morpholino-7-oxo-[1,2,4]triazolo[1,5-a]pyrimidin-4(7H)-yl)-N-(5-fluoro-2-methyl-4-(trifluoromethyl)phenyl)acetamide ClC1=C(C(=NC=C1)C(=O)N1CCN(CC1)C1=C(N(C=2N(C1=O)N=C(N2)N2CCOCC2)CC(=O)NC2=C(C=C(C(=C2)F)C(F)(F)F)C)CC)O